3-[(tert-butoxycarbonyl)amino]propanoic acid C(C)(C)(C)OC(=O)NCCC(=O)O